ClC(C1=NC(=NO1)C1=CC(=C(CP(NC2=CC(=CC=C2)OC)(=O)C)C=C1)F)(F)F P-(4-(5-(chlorodifluoromethyl)-1,2,4-oxadiazol-3-yl)-2-fluorobenzyl)-N-(3-methoxyphenyl)-P-methylphosphinic amide